NC1=NC(=CC(=N1)C=1C(=C(C#N)C=CC1)C)C1=CC(N(C=C1)CCC1=C(C=CC=C1)C)=O 3-(2-amino-6-(1-(2-methylphenylethyl)-2-oxo-1,2-dihydropyridin-4-yl)pyrimidin-4-yl)-2-methylbenzonitrile